NCCCN(CCO)CCO aminopropyl-diethanolamine